BrC=1C(=CC(=C2C=C(C=NC12)N)F)F 8-bromo-5,7-difluoroquinolin-3-amine